((2R,7aR)-2-Fluorotetrahydro-1H-pyrrolizin-7a(5H)-yl)methanol F[C@@H]1C[C@]2(CCCN2C1)CO